C(C(=O)O)(=O)O.CNCC(C)NC(=O)C1OCCC1 N-methyl-N'-tetrahydrofuranoyl propylenediamine oxalate